C1(=CC=CC=C1)C=1C=NNC1NC(=O)N 1-(4-(phenyl)-1H-pyrazol-5-yl)urea